C(C)NC(=O)NC1=NC=NC(=C1F)CN1CCN(CC1)C=1C(=NC(=CC1)N1N=CC=C1)C 1-ethyl-3-(5-fluoro-6-((4-(2-methyl-6-(1H-pyrazol-1-yl)pyridin-3-yl)piperazin-1-yl)methyl)pyrimidin-4-yl)urea